(S)-3-chloro-5-fluoro-4-(6-((6-((2-hydroxypropyl)amino)pyrimidin-4-yl)amino)-1H-pyrazolo[4,3-c]pyridin-1-yl)benzonitrile ClC=1C=C(C#N)C=C(C1N1N=CC=2C=NC(=CC21)NC2=NC=NC(=C2)NC[C@H](C)O)F